2-chloro-N-[4'-(prop-1-yn-1-yl)biphenyl-2-yl]pyridine-3-carboxamide ClC1=NC=CC=C1C(=O)NC1=C(C=CC=C1)C1=CC=C(C=C1)C#CC